(3-(dimethylamino)pyrrolidin-1-yl)(3-(isoquinolin-5-ylethynyl)-1H-indazol-5-yl)methanone CN(C1CN(CC1)C(=O)C=1C=C2C(=NNC2=CC1)C#CC1=C2C=CN=CC2=CC=C1)C